FC(C=1C=C(C(=O)N[C@@H](C)C2=NC=NN2C=2N=CC(=NC2)C(=O)O)C=C(C1)C(F)(F)F)(F)F 5-(5-{(1S)-1-[3,5-bis(trifluoromethyl)benzamido]ethyl}-1H-1,2,4-triazol-1-yl)pyrazine-2-carboxylic acid